2-(6-(1-(2-fluoro-5-(trifluoromethoxy)benzyl)-1H-pyrazol-3-yl)pyridin-2-yl)-2-hydroxy-butane-1-sulfonamide FC1=C(CN2N=C(C=C2)C2=CC=CC(=N2)C(CS(=O)(=O)N)(CC)O)C=C(C=C1)OC(F)(F)F